ClC1=CN=C2C=CC(=NC2=C1C=1C=NN(C1)C1CC(C1)(C)OC)N1[C@H](C[C@@H](C1)F)C1=C(C=CC(=C1)F)F 7-chloro-2-((2R,4S)-2-(2,5-difluorophenyl)-4-fluoropyrrolidin-1-yl)-8-(1-(3-methoxy-3-methylcyclobutyl)-1H-pyrazol-4-yl)-1,5-naphthyridine